9-(4-(1-(azetidin-3-yl)-4-(trifluoromethyl)-1H-imidazol-2-yl)benzyl)-2-(2-isopropylphenyl)-7,9-dihydro-8H-purin-8-one N1CC(C1)N1C(=NC(=C1)C(F)(F)F)C1=CC=C(CN2C3=NC(=NC=C3NC2=O)C2=C(C=CC=C2)C(C)C)C=C1